(4-(3-(2,4-difluorophenyl)-1-methyl-1H-pyrazol-4-yl)-7-methoxypyrido[3,2-d]pyrimidin-6-yl)bicyclo[1.1.1]pentane-1-carboxamide FC1=C(C=CC(=C1)F)C1=NN(C=C1C=1C2=C(N=CN1)C=C(C(=N2)C2C1(CC2C1)C(=O)N)OC)C